indolenitrile N1C(=CC2=CC=CC=C12)C#N